3-methyl-5-phenylbenzyloxyethyl ether CC=1C=C(COCCOCCOCC2=CC(=CC(=C2)C2=CC=CC=C2)C)C=C(C1)C1=CC=CC=C1